C(C)N1CC(CCC1)C1=CC(=C(C(=O)NC=2C=NC(=C(C2)NC2=NC=CC(=N2)C=2C=NC=CC2)C)C=C1)C(F)(F)F 4-(1-Ethyl-piperidin-3-yl)-N-[6-methyl-5-(4-pyridin-3-yl-pyrimidin-2-ylamino)-pyridin-3-yl]-2-trifluoromethyl-benzamide